N1(C=NC=C1)C1=CC=C(C=N1)/C=C/B(O)O (E)-(2-(6-(1H-imidazol-1-yl)pyridin-3-yl)vinyl)boronic acid